(Z)-3-(3-chloro-7-fluoro-1H-indazol-6-yl)-2-fluoro-N-(6-(methoxy-d3)-2,4-dimethylpyridin-3-yl)acrylamide ClC1=NNC2=C(C(=CC=C12)\C=C(\C(=O)NC=1C(=NC(=CC1C)OC([2H])([2H])[2H])C)/F)F